FC1=CC=C(CC=2C3=C(N=CN2)N(C(=C3)C3=CC=C(C=C3)CO)COCC[Si](C)(C)C)C=C1 (4-(4-(4-Fluorobenzyl)-7-((2-(trimethylsilyl)ethoxy)methyl)-7H-pyrrolo[2,3-d]pyrimidin-6-yl)phenyl)methanol